(4-(7,8-difluoro-3,4-dihydro-spiro[benzo[c]azepin-5,1'-cyclopropane]-2(1H)-yl)-2,6-dimethylphenyl)-3,3-dimethylbutyramide FC1=CC2=C(CN(CCC23CC3)C3=CC(=C(C(=C3)C)C(C(=O)N)C(C)(C)C)C)C=C1F